FC1=C(C=C(C=C1)F)[C@@H]1N(CCC1)C=1N=C2C(=CC=NC2=CC1)N (R)-6-(2-(2,5-difluorophenyl)pyrrolidin-1-yl)-1,5-naphthyridin-4-amine